C(C)SCC1=CC(=CC=C1)F ethyl-[(3-fluorophenyl) methyl] sulfide